CN(C(=N)N(CC)C)CC N,N'-dimethyl-N,N'-diethyl-guanidine